C1=CC=C(C=2SC3=C(C21)C=CC=C3)N3C2=CC=CC=C2C=2C=C(C=CC32)C=3C=C(C=CC3)N3C2=CC=CC=C2C=2C=CC=CC32 9-[3-(9-(dibenzothiophen-4-yl)-9H-carbazol-3-yl)phenyl]-9H-carbazole